((2S,5R)-5-aminotetrahydro-2H-pyran-2-yl)methyl acetate Trifluoroacetate FC(C(=O)O)(F)F.C(C)(=O)OC[C@H]1OC[C@@H](CC1)N